C1(CC1)N(S(=O)(=O)NC(=O)C1=CC(=C(C(=O)O)C=C1N(C)C)F)C1CC1 4-((N,N-dicyclopropylsulfamoyl)carbamoyl)-5-(dimethylamino)-2-fluorobenzoic acid